C(C)(C)(C)OC(=O)N1[C@@H](C[C@H](C1)F)C(C(C(=O)OCC)N1N=C2C(=C(C=C(C2=C1)Cl)Br)C)=O (2S,4R)-2-(2-(6-bromo-4-chloro-7-methyl-2H-indazol-2-yl)-3-ethoxy-3-oxopropionyl)-4-fluoropyrrolidine-1-carboxylic acid tert-butyl ester